ClC1=CC(=C(OC2=NC=C(C=N2)C(=O)OC)C=C1)F methyl 2-(4-chloro-2-fluorophenoxy)pyrimidine-5-carboxylate